C[C@@H]1C[C@@H](CC1)C1=NC=C(C(=N1)OC1=CC=CC=C1)C(=O)N[C@@H](C)\C=C\S(=O)(=O)C 2-((1R,3S)-3-methylcyclopentyl)-N-((S,E)-4-(methylsulfonyl)but-3-en-2-yl)-4-phenoxypyrimidine-5-carboxamide